N-(4-((7-(cyclopropanecarbonyl)-5,6,7,8-tetrahydropyrido[3,4-d]pyrimidin-4-yl)oxy)-3-fluorophenyl)-1-Cyclopropyl-3-(4-fluorophenyl)-2,4-dioxo-1,2,3,4-tetrahydropyrimidine-5-carboxamide C1(CC1)C(=O)N1CC=2N=CN=C(C2CC1)OC1=C(C=C(C=C1)NC(=O)C=1C(N(C(N(C1)C1CC1)=O)C1=CC=C(C=C1)F)=O)F